5-bromo-2-(cyclopropyloxymethyl)thiazole BrC1=CN=C(S1)COC1CC1